N1=CC=C(C=C1)C1=CC=2C=NC(=CC2N1COCC[Si](C)(C)C)N(C(OC(C)(C)C)=O)C1CCOCC1 tert-butyl (2-(pyridin-4-yl)-1-((2-(trimethylsilyl)ethoxy)methyl)-1H-pyrrolo[3,2-c]pyridin-6-yl)(tetrahydro-2H-pyran-4-yl)carbamate